1-cyano-1-(4-Fluorophenyl)-2-methyl-1,2,3,4-tetrahydroisoquinoline C(#N)C1(N(CCC2=CC=CC=C12)C)C1=CC=C(C=C1)F